(2-indenyl)-(1-indenyl)-methane C1C(=CC2=CC=CC=C12)CC1C=CC2=CC=CC=C12